C(C)(C)OC1=NC=2N(C=C1C(=O)NC=1C(N(C=CC1)[C@H]1[C@@H](C1)C)=O)C=C(N2)C21COC(C2)(C1)C 7-isopropoxy-2-(1-methyl-2-oxabicyclo[2.1.1]hexan-4-yl)-N-(1-((1R,2R)-2-methylcyclopropyl)-2-oxo-1,2-dihydropyridin-3-yl)imidazo[1,2-a]pyrimidine-6-carboxamide